4-(2-cyclopentylsulfanyl-pyridin-3-yl)-aniline C1(CCCC1)SC1=NC=CC=C1C1=CC=C(N)C=C1